4-((2R,5S)-5-((4-Nitrophenoxy)methyl)-2-(trifluoromethyl)oxazolidin-3-yl)-2-(trifluoromethyl)benzonitril [N+](=O)([O-])C1=CC=C(OC[C@@H]2CN([C@H](O2)C(F)(F)F)C2=CC(=C(C#N)C=C2)C(F)(F)F)C=C1